C(C)(C)C1(OC1(CSC1=CC=CC=C1)C1=CC=CC=C1)C 2-isopropyl-2-methyl-3-phenyl-3-((phenylthio)methyl)oxirane